neoflavan O1CCC(C2=CC=CC=C12)C1=CC=CC=C1